1,2-dipalmityl-sn-glycerol C(CCCCCCCCCCCCCCC)OC[C@@H](OCCCCCCCCCCCCCCCC)CO